NC1=NC=2C=NC(=CC2C2=C1COC2)C(=O)N([C@H]2COC1=C2C=CC(=C1)C(F)(F)F)C 4-amino-N-methyl-N-((3R)-6-(trifluoromethyl)-2,3-dihydro-1-benzofuran-3-yl)-1,3-dihydrofuro[3,4-c][1,7]naphthyridine-8-carboxamide